triethyl-phenylchloromethane C(C)C1=C(C(=C(C=C1)CCl)CC)CC